(S)-3-(isoquinolin-4-yl)-1-(5-methoxy-2-(trifluoromethyl)pyridin-4-yl)-2-oxoimidazolidine-4-carbonitrile C1=NC=C(C2=CC=CC=C12)N1C(N(C[C@H]1C#N)C1=CC(=NC=C1OC)C(F)(F)F)=O